dihydro-1'H,3'H,5'H-spiro[piperidine-4,2'-pyrazolo[1,2-a]pyrazol]-1'-one C1(C2(CN3N1CCC3)CCNCC2)=O